NC=1N=C(C2=C(N1)C=CN2CC2=C(C=C(C=C2)CN2[C@H](CN(CC2)C(CCN2C(C=CC2=O)=O)=O)CF)OC)NCCCCC 1-{3-[(3R)-4-[(4-{[2-amino-4-(pentylamino)-5H-pyrrolo[3,2-d]pyrimidin-5-yl]methyl}-3-methoxyphenyl)methyl]-3-(fluoromethyl)piperazin-1-yl]-3-oxopropyl}-1H-pyrrole-2,5-dione